5,5-dimethyl-1,3,2-dioxaphosphorinane-2-oxide CC1(COP(OC1)=O)C